FC1=C(C=CC=C1)C1=NC(=NC=2[C@]3([C@H](CCC12)[C@H](C([C@@H]1[C@H]3O1)=O)C)C)C1=CC=NC3=CC(=CC=C13)F (6aR,7R,8aS,9aS,9bR)-4-(2-fluorophenyl)-2-(7-fluoroquinolin-4-yl)-7,9b-dimethyl-8-oxo-6,6a,7,8,9a,9b-hexahydro-oxirano[2',3':3,4]benzo[1,2-H]quinazoline